(R)-7-(3-chloro-5-fluorophenoxy)-N-((1R,5S,8s)-3-(6-methoxypyridazin-4-yl)-3-azabicyclo[3.2.1]oct-8-yl)-6,7-dihydro-5H-pyrrolo[1,2-b][1,2,4]triazol-2-amine ClC=1C=C(O[C@@H]2CCN3N=C(N=C32)NC3[C@H]2CN(C[C@@H]3CC2)C2=CN=NC(=C2)OC)C=C(C1)F